[Se].CN1C(N(C2=C1C=C(C=C2)C=2C=CC=C(C(=O)N)C2)C2CN(C2)S(=O)(=O)C)=O 5-(3-methyl-1-(1-(methylsulfonyl)azetidin-3-yl)-2-oxo-2,3-dihydro-1H-benzo[d]imidazol-5-yl)benzamide selenium